1-((2-hydroxyethyl)(methyl)amino)-2-methylpropan-2-ol OCCN(CC(C)(O)C)C